CC=1C=C(C=CC1)C 3-methylphenylmethane